2-(4-(2,3,4-trimethoxybenzyl)piperazin-1-yl)ethan-1-ol COC1=C(CN2CCN(CC2)CCO)C=CC(=C1OC)OC